CC1=C(OC=2C(=C(SC2)C(=O)OC)F)C(=CC(=C1)[N+](=O)[O-])C methyl 4-(2,6-dimethyl-4-nitrophenoxy)-3-fluorothiophene-2-carboxylate